hydroxylbenzol OC1=CC=CC=C1